selenium N'-methyl-N-piperazinyl-dithiocarbamic acid CN1CCN(CC1)NC(S)=S.[Se]